p-fluoro-α-methylhydrocinnamic acid FC1=CC=C(CC(C(=O)O)C)C=C1